S(N)(OC[C@@H]1[C@H](C[C@@H](C1)NC1=NC=NC=C1C(=O)C=1SC(=C(C1)SC1=CC(=CC=C1)C(F)(F)F)Cl)O)(=O)=O [(1R,2S,4R)-4-({5-[(5-chloro-4-{[3-(trifluoromethyl)phenyl]sulfanyl}-2-thienyl)carbonyl]pyrimidin-4-yl}amino)-2-hydroxycyclopentyl]methyl sulfamate